F\C(\C(=O)OCC)=C(/C)\C1=CC=CC=C1 (E)-ethyl 2-fluoro-3-phenylbut-2-enoate